(+-)-5-benzoyl-2,3-dihydro-1H-pyrrolizine-1-carboxylic acid C1CN2C(=CC=C2C(=O)C3=CC=CC=C3)C1C(=O)O